NC1=C(C(=NN1C(C)C)C1=CC=C(C=C1)CC(=O)NC1=CC(=NO1)C1CCCCC1)C(=O)N 5-Amino-3-(4-(2-((3-cyclohexylisoxazol-5-yl)amino)-2-oxoethyl)phenyl)-1-isopropyl-1H-pyrazole-4-carboxamide